C(C(CC(C)C(=O)O)C(=O)O)C(=O)O 1,2,4-pentanetricarboxylic acid